Cyclopropyl((2R,3S,5R)-5-ethynyl-3-hydroxy-2-vinylpyrrolidin-1-yl)methanone C1(CC1)C(=O)N1[C@@H]([C@H](C[C@@H]1C#C)O)C=C